(3-methylpiperazin-1-yl)-2-(4-methylthiazol-5-yl)-1H-pyrimidin-6-one CC1CN(CCN1)N1C(=NC=CC1=O)C1=C(N=CS1)C